CN(C1=CC2=C(C=N1)NC(=N2)CC#N)C 2-(6-(dimethylamino)-3H-imidazo[4,5-c]pyridin-2-yl)acetonitrile